tert-butyl (3-{4-[(3S)-3-(trifluoromethoxy)pyrrolidin-1-yl]-1H-pyrazol-1-yl}bicyclo[1.1.1]pentan-1-yl)carbamate FC(O[C@@H]1CN(CC1)C=1C=NN(C1)C12CC(C1)(C2)NC(OC(C)(C)C)=O)(F)F